ClC=1C=C2C(=CC1Cl)NC([C@]21CN(CC1)C(=O)C1CC(CC1)O)=O (S)-5,6-dichloro-1'-(3-hydroxycyclopentane-1-carbonyl)spiro[indoline-3,3'-pyrrolidin]-2-one